OC1=C(C(OC12CCC(CC2)OC2CCN(CC2)CCOCCOCC(=O)O)=O)C2=C(C=C(C=C2C)C)C 2-(2-(2-(4-(((5s,8s)-4-hydroxy-3-mesityl-2-oxo-1-oxaspiro[4.5]dec-3-en-8-yl)oxy)piperidin-1-yl)ethoxy)ethoxy)acetic acid